BrC1=C(C=CC=C1)[C@@H]1CN(CCN1)C1=C2C(=NC=C1)NC=N2 (R)-7-(3-(2-bromophenyl)piperazin-1-yl)-3H-imidazo[4,5-b]pyridine